FC1=C(C=C(C(=C1OC)F)F)C=1SC=C(N1)C(=O)OCC ethyl 2-(2,4,5-trifluoro-3-methoxyphenyl)thiazole-4-carboxylate